FC1=C(C(=O)NC=2C(=NC(=CC2)OC)C)C(=CC=C1C(F)(F)F)NC1=C(C=C(C=C1)F)C 2-fluoro-6-((4-fluoro-2-methylphenyl)amino)-N-(6-methoxy-2-methylpyridin-3-yl)-3-(trifluoromethyl)benzamide